FC1=CC=C(C=C1)C12CC(C1)(C2)C(=O)OC methyl 3-(4-fluorophenyl)bicyclo[1.1.1]pentane-1-carboxylate